4,4'-bis(2,2'-diphenylethenyl)-biphenyl C1(=CC=CC=C1)C(=CC1=CC=C(C=C1)C1=CC=C(C=C1)C=C(C1=CC=CC=C1)C1=CC=CC=C1)C1=CC=CC=C1